O=C1NC(CCC1C1=COC2=C1C=C(C=C2)C#CCNC(C2=NC=C(C=C2C)C=2N=CC1=C(C=CC=C1C2)C2=CC1=C(N(C(N1C)=O)C)C(=C2)C(C)C)=O)=O N-(3-(3-(2,6-Dioxopiperidin-3-yl)benzofuran-5-yl)prop-2-yn-1-yl)-5-(8-(7-isopropyl-1,3-dimethyl-2-oxo-2,3-dihydro-1H-benzo[d]imidazol-5-yl)isoquinolin-3-yl)-3-methylpicolinamide